(R)-3-(2-((2-chloro-3-(3'-chloro-6-methoxy-5-((((5-oxopyrrolidin-2-yl)methyl)amino)methyl)-[2,4'-bipyridin]-2'-yl)phenyl)carbamoyl)thiazol-5-yl)propanoic acid ClC1=C(C=CC=C1C1=NC=CC(=C1Cl)C1=NC(=C(C=C1)CNC[C@@H]1NC(CC1)=O)OC)NC(=O)C=1SC(=CN1)CCC(=O)O